ClC1=CC=C(C=C1)CC=1C(=NC=2N(C1O)N=CC2C(=O)O)C 6-[(4-chlorophenyl)methyl]-7-hydroxy-5-methyl-pyrazolo[1,5-a]pyrimidine-3-carboxylic acid